5-cyclopropyl-3-(2,6-dichlorophenyl)isoxazole-4-carboxylic acid (1R,4R,5R)-2-(4-fluoro-6-(methoxycarbonyl) benzo[d]thiazol-2-yl)-2-azabicyclo[2.2.1]heptane-5-yl ester FC1=CC(=CC2=C1N=C(S2)N2[C@H]1C[C@H]([C@@H](C2)C1)OC(=O)C=1C(=NOC1C1CC1)C1=C(C=CC=C1Cl)Cl)C(=O)OC